sodium 3,6-di-tert-butyl-9H-carbazole C(C)(C)(C)C=1C=CC=2NC3=CC=C(C=C3C2C1)C(C)(C)C.[Na]